C(C)(C)(C)OC(=O)N1[C@@H]2CN([C@H](C1)C2)C2=NC=C(C(=C2)C(N)=O)[N+](=O)[O-] (1S,4S)-5-(4-carbamoyl-5-nitropyridin-2-yl)-2,5-diazabicyclo[2.2.1]heptane-2-carboxylic acid tert-butyl ester